3,4-dihydro-1,4-benzoxazine O1CCNC2=C1C=CC=C2